N1(CC2(CC1)OC=CN1C2=CC=N1)C(=O)[O-] spiro[pyrazolo[5,1-c][1,4]oxazine-4,3'-pyrrolidine]-1'-carboxylate